NC(C#N)C1=C(C=C(C=C1C)Br)C 2-amino-2-(4-bromo-2,6-dimethylphenyl)acetonitrile